1-methyl-2-nitro-4-(2-phenylethoxy)benzene CC1=C(C=C(C=C1)OCCC1=CC=CC=C1)[N+](=O)[O-]